FC=1C(=CC(=NC1)CN1[C@H](CN(CC2=C1C=CC=C2C)S(=O)(=O)C(F)(F)F)C2=CC=C(C=C2)F)N (S)-5-fluoro-2-((2-(4-fluorophenyl)-6-methyl-4-((trifluoromethyl)sulfonyl)-2,3,4,5-tetrahydro-1H-benzo[e][1,4]diazepin-1-yl)methyl)pyridin-4-amine